N,N-dibutylsulfamic acid C(CCC)N(S(O)(=O)=O)CCCC